4-[6-(2-methoxy-ethoxy)-benzimidazol-1-yl]-aniline COCCOC=1C=CC2=C(N(C=N2)C2=CC=C(N)C=C2)C1